O=C1NC(CCC1C1=CC(=C(C=C1)N1CCC(CC1)CN1CCC2(CC(C2)NC(=O)C2=NC=CC(=C2)OC)CC1)F)=O N-(7-((1-(4-(2,6-dioxopiperidin-3-yl)-2-fluorophenyl)piperidin-4-yl)methyl)-7-azaspiro[3.5]Non-2-yl)-4-methoxypyridineamide